3-cyclopentyl-N-(1-isopropyl-6-methoxy-1H-benzo[d]imidazol-2-yl)propanamide C1(CCCC1)CCC(=O)NC1=NC2=C(N1C(C)C)C=C(C=C2)OC